NC1=NNC2=CC=C(C(=C12)Cl)C1=C(C=C(C=C1)S(=O)(=O)N1C[C@@H](CC1)O)C (R)-1-((4-(3-amino-4-chloro-1H-indazol-5-yl)-3-methylphenyl)sulfonyl)pyrrolidin-3-ol